OC1=C(C=CC=C1)C1=CC=2C(=CN=C(C2)C2(CC2)C(=O)N)N1C (2-(2-hydroxyphenyl)-1-methyl-1H-pyrrolo[2,3-c]pyridin-5-yl)cyclopropanecarboxamide